N1=NC(=CC=C1)C#N diazine-3-carbonitrile